methyl N6-((S)-2-amino-5-methoxy-5-oxopentanoyl)-N2-(3-(4'-(4-(3-(3,5-diamino-6-chloropyrazine-2-carbonyl)guanidino)butyl)-[1,1'-biphenyl]-4-yl)propanoyl)-L-lysinate N[C@H](C(=O)NCCCC[C@H](NC(CCC1=CC=C(C=C1)C1=CC=C(C=C1)CCCCNC(=N)NC(=O)C1=NC(=C(N=C1N)N)Cl)=O)C(=O)OC)CCC(=O)OC